1-(4-(hydroxymethyl)indolin-1-yl)-2-((2-methyl-5-(5-methylfuran-2-yl)phenyl)amino)ethan-1-one OCC1=C2CCN(C2=CC=C1)C(CNC1=C(C=CC(=C1)C=1OC(=CC1)C)C)=O